FC=1C(=C(C=CC1F)[C@@H]1[C@H](O[C@]([C@@H]1C)(C(F)(F)F)C)C(=O)NC1=CC(=NC=C1)C(=O)N)OC 4-((2S,3R,4R,5R)-3-(3,4-difluoro-2-methoxyphenyl)-4,5-dimethyl-5-(trifluoromethyl)tetrahydrofuran-2-carboxamido)picolinamide